(3S)-3-(3-bromopyrazolo[1,5-a]pyridin-6-yl)oxy-2-methyl-butan-2-ol BrC=1C=NN2C1C=CC(=C2)O[C@H](C(C)(O)C)C